BrC1=NC=C(C=C1)COCC1CC1 2-bromo-5-(cyclopropylmethoxymethyl)pyridine